C(C1=CC=CC=C1)N1CC(CC(C1(C)C)OC1=NC(=NC(=C1)C1=C(C=CC=C1C)C)Cl)CO[Si](C1=CC=CC=C1)(C1=CC=CC=C1)C(C)(C)C [1-Benzyl-5-[2-chloro-6-(2,6-dimethylphenyl)pyrimidin-4-yl]oxy-6,6-dimethyl-3-piperidyl]methoxy-tert-butyl-diphenyl-silane